(S)-9-fluoro-3-methyl-7-oxo-10-((S)-3-(pyrimidin-2-ylamino)pyrrolidin-1-yl)-2,3-dihydro-7H-[1,4]oxazino[2,3,4-ij]quinoline-6-carboxylic acid FC=1C=C2C(C(=CN3C2=C(C1N1C[C@H](CC1)NC1=NC=CC=N1)OC[C@@H]3C)C(=O)O)=O